(±)-tert-butyl N-((3R,S)-3-(4-amino-2-((methylsulfinyl)methyl)phenyl)butyl)-N-[(2-methylpropan-2-yl)oxycarbonyl]carbamate NC1=CC(=C(C=C1)[C@@H](CCN(C(OC(C)(C)C)=O)C(=O)OC(C)(C)C)C)C[S@@](=O)C |r|